(3R,3aS,4R,5R,7R,9R,9aR,12R)-3-methoxy-4,7,9,12-tetramethyl-8-oxo-7-(prop-2-yn-1-yl)decahydro-4,9a-propanocyclopenta[8]annulen-5-yl-2-(tosyloxy)acetate CO[C@@H]1CC[C@@]23[C@H](C([C@](C[C@H]([C@]([C@H]21)([C@@H](CC3)C)C)C(C(=O)[O-])OS(=O)(=O)C3=CC=C(C)C=C3)(CC#C)C)=O)C